(1R,2S,3S,4R)-3-((6-cyclopropyl-2-(5-fluoro-1H-pyrrolo[2,3-b]pyridin-3-yl)pyrrolo[2,1-f][1,2,4]triazin-4-yl)amino)bicyclo[2.2.2]octane-2-carboxylic acid C1(CC1)C=1C=C2C(=NC(=NN2C1)C1=CNC2=NC=C(C=C21)F)N[C@@H]2[C@H](C1CCC2CC1)C(=O)O